CC1=C(C=CC=C1NC(=O)C1=NN2C(C(CCC2)Br)=C1)C1=C(C(=CC=C1)NC(=O)C1=NN2C(C(CCC2)Br)=C1)C N,N'-(2,2'-dimethyl-[1,1'-biphenyl]-3,3'-diyl)bis(4-bromo-4,5,6,7-tetrahydropyrazolo[1,5-a]pyridine-2-carboxamide)